CSC=1OC=NN1 methylsulfanyl-1,3,4-oxadiazole